2-(3-tolyl)-2,3-dihydroquinazolin-4(1H)-one C1(=CC(=CC=C1)C1NC2=CC=CC=C2C(N1)=O)C